2-Bromo-5-methoxybenzoate BrC1=C(C(=O)[O-])C=C(C=C1)OC